2-(4-chloro-1-((S)-1-fluoropropan-2-yl)-1H-pyrazol-5-yl)-N-(4-(1-ethyl-4-(trifluoromethyl)-1H-imidazol-2-yl)phenyl)-4,5,6,7-tetrahydropyrazolo[1,5-a]pyridin-4-amine ClC=1C=NN(C1C1=NN2C(C(CCC2)NC2=CC=C(C=C2)C=2N(C=C(N2)C(F)(F)F)CC)=C1)[C@H](CF)C